(1r,4r)-4-{5-[(cyclopropylmethyl)sulfanyl]pyrazin-2-yl}-1',3'-dihydrospiro[cyclohexane-1,2'-inden]-3'-amine hydrochloride Cl.C1(CC1)CSC=1N=CC(=NC1)C1CCC2(CC3=CC=CC=C3C2N)CC1